ClC=1C=C(NC2(CCC3(C(CC4=CC=CC=C34)C[C@H](COC3=CC=NC=4[C@H](CC[C@@H](C34)CC)F)C)CC2)C(=O)O)C=CC1 4-(3-Chloroanilino)-2'-[(2R)-3-{[(5S,8S)-5-ethyl-8-fluoro-5,6,7,8-tetrahydroquinolin-4-yl]oxy}-2-methylpropyl]-2',3'-dihydrospiro[cyclohexane-1,1'-indene]-4-carboxylic acid